2-((2-chloro-6-(2,2-difluoroethyl)-5,6,7,8-tetrahydropyrido[4,3-d]pyrimidin-4-yl)amino)-1-fluoro-5,6,8,9,10,11-hexahydro-7H-pyrido[3',4':4,5]pyrrolo[2,3-f]isoquinolin-7-one ClC=1N=C(C2=C(N1)CCN(C2)CC(F)F)NC=2N=CC=1CCC3=C(C1C2F)NC2=C3C(NCC2)=O